(Z)-5-(iodomethylene)-3-(m-tolyl)oxazolidin-2-one I\C=C/1\CN(C(O1)=O)C=1C=C(C=CC1)C